OC(=O)C(F)(F)F.FC1=C(C=C(C=C1)NC1C(NC(CC1)=O)=O)C1CCNCC1 3-((4-Fluoro-3-(piperidin-4-yl)phenyl)amino)piperidine-2,6-dione TFA salt